N-(2-acetamidophenyl)-7-azaindole C(C)(=O)NC1=C(C=CC=C1)N1C=CC2=CC=CN=C12